E-Methyl 3-methoxy-2-(2-(((6-(trifluoromethyl)pyridin-2-yl)oxy)methyl)phenyl)acrylate CO/C=C(/C(=O)OC)\C1=C(C=CC=C1)COC1=NC(=CC=C1)C(F)(F)F